4,6-dihydroxy-2-methoxy-3-allyl-benzaldehyde OC1=C(C(=C(C=O)C(=C1)O)OC)CC=C